N-{4-[2-((2S)-2-cyanopyrrolidinyl)-2-oxoethyl]phenyl}{[(4-chlorophenyl)methyl]amino}carboxamide C(#N)[C@H]1N(CCC1)C(CC1=CC=C(C=C1)NC(=O)NCC1=CC=C(C=C1)Cl)=O